(3S,4R)-4-[4-[3-Chloro-4-[1-(5-fluoro-2-pyridyl)-2-hydroxy-ethoxy]pyrazolo[1,5-a]pyridin-6-yl]-5-methyl-triazol-1-yl]-3-fluoro-piperidine-1-carbonitrile ClC=1C=NN2C1C(=CC(=C2)C=2N=NN(C2C)[C@H]2[C@H](CN(CC2)C#N)F)OC(CO)C2=NC=C(C=C2)F